BrC=1C=CC(=C2C(=NNC12)N)Cl 7-bromo-4-chloro-1H-indazol-3-amine